tert-butyl 4-(1-(azidomethyl)cyclopropyl)piperazine-1-carboxylate N(=[N+]=[N-])CC1(CC1)N1CCN(CC1)C(=O)OC(C)(C)C